2-bromoethanesulphonate BrCCS(=O)(=O)[O-]